C(C)(C)(C)OC(=O)N1[C@@H](C[C@H](C1)O[Si](C)(C)C(C)(C)C)C=1N(C=CN1)CC1=CC(=CC=C1)Br.FC1=C(C(=CC(=C1F)F)F)[B-](C1=C(C(=C(C=C1F)F)F)F)(C1=C(C(=C(C=C1F)F)F)F)C1=C(C(=C(C=C1F)F)F)F.C(C)[NH+](C1=CC=CC=C1)CC N,N-diethylanilinium tetrakis(2,3,4,6-tetrafluorophenyl)borate tert-Butyl-(2S,4R)-2-[1-[(3-bromophenyl)methyl]imidazol-2-yl]-4-[tert-butyl(dimethyl)silyl]oxy-pyrrolidine-1-carboxylate